trimethylazanium trifluoroacetate FC(C(=O)[O-])(F)F.C[NH+](C)C